C(C)SC=1C(=[N+](C=C(C1)OC1=NC=CC=C1)[O-])C=1C=C2C=CC(N(C2=CN1)CC(C(F)(F)F)(F)F)=O 6-[3-ethylsulfanyl-1-oxido-5-(2-pyridyloxy)pyridin-1-ium-2-yl]-1-(2,2,3,3,3-pentafluoropropyl)-1,7-naphthyridin-2-one